BrC=1C=C2C(NC(C2=CC1F)=O)(C)C 5-bromo-6-fluoro-3,3-dimethylisoindolin-1-one